BrC=1C(=C2C3=C(N=C(N=C3C1F)Cl)N1[C@@H](CCO2)CN(CC1)C(=O)OC(C)(C)C)Cl tert-butyl (S)-10-bromo-7,11-dichloro-9-fluoro-1,3,4,13,14,14a-hexahydro-2H-pyrazino[1',2':5,6][1,5]oxazocino[4,3,2-de]quinazolin-2-carboxylate